tert-butyl ((3S,4S)-1-(5-(6-ethoxy-1H-pyrazolo[3',4':3,4]pyrazolo[1,5-a]pyridin-4-yl)pyridin-2-yl)-3-hydroxypiperidin-4-yl)carbamate C(C)OC=1C=C(C=2N(C1)N=C1C2C=NN1)C=1C=CC(=NC1)N1C[C@@H]([C@H](CC1)NC(OC(C)(C)C)=O)O